C(C)(C)O[Si](C1=CC=C(C=C1)C(=C)C1=CC=C(C=C1)N(C)C)(OC(C)C)OC(C)C 1-[4-(triisopropoxysilyl)phenyl]-1-[4-(N,N-dimethylamino)phenyl]ethylene